N-(5-((6-((R)-3-(3-chloro-2,4-difluorophenyl)isoxazolidine-2-yl)pyrimidine-4-yl)amino)-2-((2-(dimethylamino)ethyl)(methyl)amino)-4-methoxyphenyl)acrylamide ClC=1C(=C(C=CC1F)[C@@H]1N(OCC1)C1=CC(=NC=N1)NC=1C(=CC(=C(C1)NC(C=C)=O)N(C)CCN(C)C)OC)F